Praseodymium oxide neodymium [Nd+3].[O-2].[Pr+3].[O-2].[O-2]